aniline-quinone NC=1C(C(C=CC1)=O)=O